3-(5-((6-((4'-chloro-[1,1'-biphenyl]-2-yl)methyl)-3,6-diazabicyclo[3.1.1]heptan-3-yl)methyl)-1-oxoisoindolin-2-yl)piperidine-2,6-dione ClC1=CC=C(C=C1)C1=C(C=CC=C1)CN1C2CN(CC1C2)CC=2C=C1CN(C(C1=CC2)=O)C2C(NC(CC2)=O)=O